5-(3,4-dimethoxyphenyl)-3-hydroxy-1-[2-(4-morpholinyl)ethyl]-4-(2-thienyl-carbonyl)-1,5-dihydro-2H-pyrrol-2-one COC=1C=C(C=CC1OC)C1C(=C(C(N1CCN1CCOCC1)=O)O)C(=O)C=1SC=CC1